{[(1R)-1-[({7-chloro-8-fluoro-5-[(2S)-2-methylazetidin-1-yl]pyrido[4,3-d]pyrimidin-2-yl}oxy)methyl]-2,2-difluorocyclopropyl]methyl}dimethylamine ClC1=C(C=2N=C(N=CC2C(=N1)N1[C@H](CC1)C)OC[C@]1(C(C1)(F)F)CN(C)C)F